2-[[1-[[(1S)-1-[[(1S)-3-tert-butoxy-3-oxo-1-(piperidine-1-carbonyl)propyl]-methyl-carbamoyl]-2-methyl-propyl]-methylcarbamoyl]cyclopentyl]carbamoyl]pyrrolidine-1-carboxylate C(C)(C)(C)OC(C[C@@H](C(=O)N1CCCCC1)N(C(=O)[C@H](C(C)C)N(C(=O)C1(CCCC1)NC(=O)C1N(CCC1)C(=O)[O-])C)C)=O